F[C@@H]1[C@@H](N(C[C@H]1OC(C1=CC=C(C=C1)[N+](=O)[O-])=O)C1(C2=CC=CC=C2C=2C=CC=CC12)C1=CC=CC=C1)C(=O)OC Methyl (2S,3R,4R)-3-fluoro-4-(4-nitrobenzoyloxy)-1-(9-phenylfluoren-9-yl)pyrrolidine-2-carboxylate